methyl-selenoglucose CC(=[Se])[C@H](O)[C@@H](O)[C@H](O)[C@H](O)CO